FC1([C@H](C1)C(=O)NC1=NC=C2C=C(N3C(C2=C1)=NC=C3)C=3C=NC(=CC3C)[C@H](CC)O)F (R)-2,2-difluoro-N-(5-(6-((S)-1-hydroxypropyl)-4-methylpyridin-3-yl)imidazo[2,1-a][2,6]naphthyridin-9-yl)cyclopropane-1-carboxamide